tert-butyl (S)-(1-(tetrahydrofuran-3-yl)azetidin-3-yl)carbamate O1C[C@H](CC1)N1CC(C1)NC(OC(C)(C)C)=O